C(C(=C)C)(=O)OCC β-ethyl methacrylate